FC1=CC=C(C=C1)CCC=1C(=NN(C1)C=1NC=2C(=NC=CC2)N1)C1=CC=C(C=C1)C(F)(F)F 4-[2-(4-fluorophenyl)ethyl]-1-{1H-imidazo[4,5-b]pyridin-2-yl}-3-[4-(trifluoromethyl)phenyl]-1H-pyrazol